N4-ethyl-deoxycytidine C(C)NC1=NC(N([C@H]2C[C@H](O)[C@@H](CO)O2)C=C1)=O